N-{2-[(3S,4R)-3-fluoro-4-methoxy-3-methylpiperidin-1-yl]pyrimidin-4-yl}-8-[3-(methanesulfonylmeth-yl)azetidin-1-yl]-5-(propan-2-yl)-2,7-naphthyridin-3-amine F[C@]1(CN(CC[C@H]1OC)C1=NC=CC(=N1)NC=1N=CC2=C(N=CC(=C2C1)C(C)C)N1CC(C1)CS(=O)(=O)C)C